N-(3-(3-(2,6-dioxo-piperidin-3-yl)benzofuran-5-yl)prop-2-yn-1-yl)-5-(8-(1,3,7-trimethyl-2-oxo-2,3-dihydro-1H-benzo[d]imidazol-5-yl)isoquinolin-3-yl)picolinamide O=C1NC(CCC1C1=COC2=C1C=C(C=C2)C#CCNC(C2=NC=C(C=C2)C=2N=CC1=C(C=CC=C1C2)C2=CC1=C(N(C(N1C)=O)C)C(=C2)C)=O)=O